C(C1=CC=CC=C1)OC1=C2C(=CNC2=CC=C1)CCN1CCC(CC1)C1=C(C=CC=C1)OC 4-(benzyloxy)-3-(2-(4-(2-methoxyphenyl)piperidin-1-yl)ethyl)-1H-indole